ClC1=CC2=C(C3=C(CN=C2C2=C(C=CC=C2F)F)C=NC(=N3)NC3=CC=C(C(=O)O)C=C3)C=C1 4-[[9-chloro-7-(2,6-difluorophenyl)-5H-pyrimido[5,4-d][2]benzazepin-2-yl]amino]-benzoic acid